CN1N=CC(=C1)N=NC1=CC=CC=C1 1-methyl-4-(phenyl-diazenyl)-1H-pyrazole